F[C@@H]1CN(CC1)CC[C@@H](C)[C@H]1CC[C@H]2\C(\CCC[C@]12C)=C\C=C1C[C@H](C[C@@H](C1)O)O (1R,3R)-5-(2-((1R,3aS,7aR,E)-1-((R)-4-((S)-3-fluoropyrrolidin-1-yl)butan-2-yl)-7a-methyl-octahydro-4H-inden-4-ylidene)ethylidene)cyclohexane-1,3-diol